Prop-2-yn-1-yl (2-((S)-5-oxo-1-(2,3,5-trifluorobenzyl)pyrrolidin-2-yl)acetyl)-L-valinate O=C1CC[C@H](N1CC1=C(C(=CC(=C1)F)F)F)CC(=O)N[C@@H](C(C)C)C(=O)OCC#C